BrC=1C=C(C=CC1)/C(=C/C(=O)Cl)/C (E)-3-(3-bromophenyl)but-2-enoyl chloride